C=1N=CN2C1C1=CC=CC=C1[C@@H]2[C@H]2CCN1C=CC=C1[C@@H]2O (7R,8R)-7-((S)-5H-Imidazo[5,1-a]isoindol-5-yl)-5,6,7,8-tetrahydroindolizin-8-ol